5-(isopentenylaminomethyl)-O-methyl-uridine C(CC(=C)C)NCC=1C(NC(N([C@H]2[C@H](OC)[C@H](O)[C@@H](CO)O2)C1)=O)=O